FC1=C(C(=CC(=C1)C1=CN(C(C2=CN=CC=C12)=O)C)F)CC=O 2-(2,6-difluoro-4-(2-methyl-1-oxo-1,2-dihydro-2,7-naphthyridin-4-yl)phenyl)acetaldehyde